5-bromo-3-(3-(difluoromethyl)phenyl)-2-ethyl-1-tosyl-1H-pyrrolo[2,3-b]pyridine BrC=1C=C2C(=NC1)N(C(=C2C2=CC(=CC=C2)C(F)F)CC)S(=O)(=O)C2=CC=C(C)C=C2